2,4-diamino-6-piperidinopyrimidine 3-oxide NC1=NC(=CC(=[N+]1[O-])N)N1CCCCC1